[Al+3].C(C(C)C)P([O-])(=O)CC(C)C.CC1=CC=C(N=N1)NC1=CC2=C(C=N1)N(C=N2)C2=CC=C(C(=N2)C=2C=NN(C2C)CC(F)(F)F)C(C)=O.C(C(C)C)P([O-])(=O)CC(C)C.C(C(C)C)P([O-])(=O)CC(C)C 1-[6-[6-[(6-methyl-pyridazin-3-yl)amino]imidazo[4,5-c]pyridin-3-yl]-2-[5-methyl-1-(2,2,2-trifluoroethyl)pyrazol-4-yl]-3-pyridyl]ethanone diisobutylphosphinate aluminum salt